C1(=CC=CC=C1)C(=O)N1CCC(CC1)CN1[C@H]([C@H]([C@@H]([C@H](C1)O)O)O)CO phenyl-(4-(((2S,3R,4R,5S)-3,4,5-trihydroxy-2-(hydroxymethyl)piperidin-1-yl)methyl)piperidin-1-yl)methanone